C(#N)C1=NC2=CC(=CC(=C2N=C1N1CCN(CC1)C1=CC(=NO1)C)[C@@H](C)NC1=C(C(=O)O)C=CC=C1)C (R)-2-((1-(2-cyano-7-methyl-3-(4-(3-methylisoxazol-5-yl)piperazin-1-yl)quinoxalin-5-yl)ethyl)amino)-benzoic acid